CC1=C(C=C(C=C1)C1=CC=C2C(=N1)N(C=N2)C)N2OCC[C@H]2C2=CC=CC=C2 (S)-N-(2-methyl-5-(3-methyl-3H-imidazo[4,5-b]pyridin-5-yl)phenyl)-3-phenylisoxazolidine